ClC1=NC=C(C(=O)[O-])C(=C1)C1=C(C=CC(=C1)Cl)OC 6-chloro-4-(5-chloro-2-methoxyphenyl)nicotinate